C(C(C)(C)C)OC(C(CC(=O)OCC(C)(C)C)C(C)(C)C)=O tert-butylsuccinic acid dineopentyl ester